copper bisbiuret dinitrate [N+](=O)([O-])[O-].[N+](=O)([O-])[O-].NC(=O)NC(=O)N.NC(=O)NC(=O)N.[Cu+2]